BrCC1C2CC3CC(CC1C3)C2 2-(bromomethyl)adamantane